[Cl-].[Cl-].C[Si](=[Zr+2](C1C(=CC2=C(C=CC=C12)C1=CC=C(C=C1)C(C)(C)C)CC)C1C(=C(C2=C(C=CC=C12)C1=CC=C(C=C1)C(C)(C)C)CCCCCCOC(C)(C)C)C)C Dimethyl-silanediyl(3-(6-(tert-butoxy)hexyl)-4-(4-(tert-butyl)phenyl)-2-methyl-1H-inden-1-yl)(4-(4-(tert-butyl)phenyl)-2-ethyl-1H-inden-1-yl)Zirconium dichloride